N-(1,3-benzoxazol-7-ylmethyl)-5-(2-ethoxy-3-pyridinyl)-1-isopropyl-3-methyl-pyrazolo[4,3-b]Pyridin-7-amine O1C=NC2=C1C(=CC=C2)CNC2=C1C(=NC(=C2)C=2C(=NC=CC2)OCC)C(=NN1C(C)C)C